methyl (5r,8r)-1-oxo-2-(propan-2-yl)-2-azaspiro[4.5]decane-8-carboxylate O=C1N(CCC12CCC(CC2)C(=O)OC)C(C)C